OC[C@@]1(OC=2C=C(C=C(C2[C@H]2[C@H]1CC[C@H](C2)CO)O)C(C)(CCCCCC)C)C (6R,6Ar,9R,10aR)-6,9-bis(hydroxymethyl)-6-methyl-3-(2-methyloctan-2-yl)-6a,7,8,9,10,10a-hexahydrobenzo[c]chromen-1-ol